4-(2-(4-Amino-4-methyl-[1,4'-bipiperidin]-1'-yl)-4-(1-cyclopropoxy-2-hydroxy-1-phenylethyl)quinazolin-6-yl)-6-methyl-1,6-dihydro-7H-pyrrolo[2,3-c]pyridin-7-one NC1(CCN(CC1)C1CCN(CC1)C1=NC2=CC=C(C=C2C(=N1)C(CO)(C1=CC=CC=C1)OC1CC1)C=1C2=C(C(N(C1)C)=O)NC=C2)C